2-((S)-1-(3,4-difluorophenyl)-6-oxopiperidine-2-yl)-1-((trans)-4-methoxycyclohexyl)-1H-benzo[d]imidazole-5-nitrile FC=1C=C(C=CC1F)N1[C@@H](CCCC1=O)C1=NC2=C(N1[C@@H]1CC[C@H](CC1)OC)C=CC(=C2)C#N